spirobiindanediamine C12(C(CC3=CC=CC=C13)(N)N)CCC1=CC=CC=C12